6-fluoro-1-(4-(N-methylpyridine-3-sulfonamido)phenyl)-9H-pyrido[3,4-b]indole-3-carboxylic acid FC=1C=C2C3=C(NC2=CC1)C(=NC(=C3)C(=O)O)C3=CC=C(C=C3)N(S(=O)(=O)C=3C=NC=CC3)C